tert-Butyl ((R*)-(7-((S)-1-(5,5-difluoro-2-oxotetrahydropyrimidin-1(2H)-yl)-2-methoxyethyl)imidazo[1,2-b]pyridazin-2-yl)((R*)-3,3-difluorocyclopentyl)methyl)carbamate FC1(CNC(N(C1)[C@H](COC)C1=CC=2N(N=C1)C=C(N2)[C@@H]([C@H]2CC(CC2)(F)F)NC(OC(C)(C)C)=O)=O)F |o1:20,21|